2-((4-(((S)-2-hydroxy-1-phenylethyl)amino)-5-(3-(pyridin-2-yl)-1,2,4-oxadiazol-5-yl)pyridin-2-yl)amino)-7-methyl-6,7-dihydro-5H-pyrrolo[3,4-b]pyridin-5-one OC[C@H](C1=CC=CC=C1)NC1=CC(=NC=C1C1=NC(=NO1)C1=NC=CC=C1)NC1=CC=C2C(=N1)C(NC2=O)C